tert-butyl 4-{6-[6-(methoxymethoxy)-2,7-dimethylindazol-5-yl]pyrido[2,3-b]pyrazin-2-yl}piperazine-1-carboxylate COCOC=1C(=CC2=CN(N=C2C1C)C)C=1C=CC=2C(=NC=C(N2)N2CCN(CC2)C(=O)OC(C)(C)C)N1